((2R,3R,4S,5R,6R)-4,5,6-tris(benzyloxy)-2-((benzyloxy) methyl) tetrahydro-2H-pyran-3-yl) succinate C(CCC(=O)[O-])(=O)O[C@@H]1[C@H](O[C@H]([C@@H]([C@H]1OCC1=CC=CC=C1)OCC1=CC=CC=C1)OCC1=CC=CC=C1)COCC1=CC=CC=C1